C(C1=CC=CC=C1)(=O)N[C@H]([C@H](C(=O)[O-])O)C1=CC=CC=C1 (3S)-3-benzoylamino-3-phenyl-D-lactate